C(CCCCCCC\C=C/CCCCCCCC)(=O)N[C@@H]([C@@H](C)CC)C(=O)O Oleoyl-L-isoleucine